8,8'-oxydioctanoic acid O(CCCCCCCC(=O)O)CCCCCCCC(=O)O